CC1=C(C(=NO1)OC1CCN(CC1)C)C1=CC=2N(C=C1)N=C(C2)NC(=O)C2CC2 N-[5-[5-methyl-3-[(1-methyl-4-piperidyl)oxy]isoxazol-4-yl]pyrazolo[1,5-a]pyridin-2-yl]cyclopropanecarboxamide